2'-((cyclopropylmethyl)amino)-N-(3-(((1,1-dioxidotetrahydrothiophen-3-yl)-methyl)carbamoyl)-1-methyl-1H-pyrazol-4-yl)-[2,4'-bipyridine]-6-carboxamide C1(CC1)CNC1=NC=CC(=C1)C1=NC(=CC=C1)C(=O)NC=1C(=NN(C1)C)C(NCC1CS(CC1)(=O)=O)=O